FC1=CC(=CN(C1=O)C)C(=O)NC1=NC=C(C=C1)CC1=CC(=CC=C1)F 5-fluoro-N-(5-(3-fluorobenzyl)pyridin-2-yl)-1-methyl-6-oxo-1,6-dihydropyridine-3-carboxamide